N-(4-bromo-2-fluorophenyl)-7-fluoro-6-nitro-3,4-dihydroquinazolin-4-amine BrC1=CC(=C(C=C1)NC1NC=NC2=CC(=C(C=C12)[N+](=O)[O-])F)F